ethyl 2-(3-{6-[5-(hydroxymethyl)-1-methyl-1H-1,2,3-triazol-4-yl]-2-methylpyridin-3-yl}cyclohexyl)acetate OCC1=C(N=NN1C)C1=CC=C(C(=N1)C)C1CC(CCC1)CC(=O)OCC